BrS1C(=C(C(=C1)CCCC)CCCC)Br 1,2-dibromo-3,4-dibutylthiophene